Isobutyl Isobutyrate (2-methylpropyl 2-methylpropanoate) CC(CC(C(=O)O)(C)C)C.C(C(C)C)(=O)OCC(C)C